NC1=NC=CC(=C1Cl)SC=1N=CC(=NC1)N1CCC2(CCN(CC2N)C2=NC=CC=N2)CC1 9-(5-((2-amino-3-chloropyridin-4-yl)thio)pyrazin-2-yl)-3-(pyrimidin-2-yl)-3,9-diazaspiro[5.5]undecan-1-amine